OC1=C(C(=O)OC2CC(CC(C2)C)(C)C)C=CC=C1 3,3,5-trimethyl-cyclohexyl 2-hydroxybenzoate